1-[4-(2-methylpyrazol-3-yl)-1,3,5-triazin-2-yl]piperidine-4-carboxylic acid CN1N=CC=C1C1=NC(=NC=N1)N1CCC(CC1)C(=O)O